5-(2-chlorophenyl)pyrrolidine-2-carboxylic acid ClC1=C(C=CC=C1)C1CCC(N1)C(=O)O